5-{2-amino-[1,2,4]triazolo[1,5-a]pyridin-7-yl}-N-{[2-fluoro-5-(trifluoromethyl)phenyl]methyl}-2-methyl-pyridine-3-carboxamide NC1=NN2C(C=C(C=C2)C=2C=C(C(=NC2)C)C(=O)NCC2=C(C=CC(=C2)C(F)(F)F)F)=N1